Cl.C1(CCCCC1)C=1C=C(C(=O)N2CCN(CC2)C(=O)C=2C=C(C=C(C2)F)N2C(CNCC2)=O)C=CC1O[C@@H]1CNCC1 (S)-1-(3-(4-(3-Cyclohexyl-4-(pyrrolidin-3-yloxy)benzoyl)piperazine-1-carbonyl)-5-fluorophenyl)piperazin-2-one hydrochloride